The molecule is an oxo monocarboxylic acid anion that is the conjugate base of 12-deoxynogalonic acid, obtained by deprotonation of the carboxy group. It is the major microspecies at pH 7.3 (according to Marvin v 6.2.0.). It is a conjugate base of a 12-deoxynogalonic acid. CC(=O)CC(=O)C1=C(C=C2CC3=C(C(=CC=C3)O)C(=O)C2=C1O)CC(=O)[O-]